N-[4-chloro-3-[[(phenyl-methyl)amino]carbonyl]phenyl]-1-methyl-3-(1,1,2,2,2-pentafluoroethyl)-4-(trifluoromethyl)-1H-pyrazole-5-carboxamide ClC1=C(C=C(C=C1)NC(=O)C1=C(C(=NN1C)C(C(F)(F)F)(F)F)C(F)(F)F)C(=O)NCC1=CC=CC=C1